(6-(4-(3H-imidazo[4,5-b]pyridin-7-yl)-1H-pyrazol-1-yl)pyridin-3-yl)-2-cyano-N-(2,2,2-trifluoroethyl)acetamide N1=CNC2=NC=CC(=C21)C=2C=NN(C2)C2=CC=C(C=N2)C(C(=O)NCC(F)(F)F)C#N